2-({[6-(2-methylbiphenyl-3-yl)furo[2,3-b]pyrazin-2-yl]methyl}amino)ethanol CC1=C(C=CC=C1C1=CC=2C(=NC=C(N2)CNCCO)O1)C1=CC=CC=C1